N-isopropyl-2-hydroxyethylamine C(C)(C)NCCO